3-(2-hydroxyethyl)-9-methyl-3,4,7,15-tetraazatricyclo[12.3.1.02,6]Octadeca-1(18),2(6),4,14,16-pentaen-8-one trifluoroacetate FC(C(=O)O)(F)F.OCCN1C=2C=3C=CN=C(CCCCC(C(NC2C=N1)=O)C)C3